BrC1=NC=CC=C1NS(=O)(=O)C1=CC=C(C=C1)OC N-(2-bromopyridin-3-yl)-4-methoxybenzenesulfonamide